N-(3-((1-(1-(2-(diethylamino)ethyl)-1H-pyrazol-4-yl)-1H-benzo[d]imidazol-5-yl)ethynyl)-4-methylphenyl)-4-(trifluoromethyl)pyridineamide C(C)N(CCN1N=CC(=C1)N1C=NC2=C1C=CC(=C2)C#CC=2C=C(C=CC2C)NC(=O)C2=NC=CC(=C2)C(F)(F)F)CC